C(C)(C)(C)OC(=O)NCC(=O)NC(CC(=O)OCC1=CC=CC=C1)C(=O)OC1=CC=C(C=C1)[N+](=O)[O-] 1-benzyl 4-nitrophenyl 3-{2-[(tert-butoxycarbonyl)amino]acetamido}butanedioate